5-Chloropyridin-3-yl 5-(4-chlorophenyl)-1-(2,4-dichlorophenyl)-4-methyl-1H-pyrazole-3-carboxylate ClC1=CC=C(C=C1)C1=C(C(=NN1C1=C(C=C(C=C1)Cl)Cl)C(=O)OC=1C=NC=C(C1)Cl)C